C1(CCC1)N1C=NC(=C1C=1N=C(SC1)C(=O)NC1=NC=C(C=C1)C1CN(C1)C([2H])([2H])[2H])C1=CC=C(C=C1)F 4-(1-cyclobutyl-4-(4-fluorophenyl)-1H-imidazol-5-yl)-N-(5-(1-(trideuteriomethyl)azetidin-3-yl)pyridin-2-yl)thiazole-2-carboxamide